ClC=1C(=C(C=CC1C)C)Cl dichloro-para-dimethyl-benzene